C(CC(O)(C(=O)O)CC(=O)O)(=O)O.CCC.CCC.CCC trispropane citrate